(1R,3S)-3-(3-((5-acetylpyrazin-2-yl)amino)-1H-pyrazol-5-yl)cyclopentyl (1-methylcyclopropyl)carbamate CC1(CC1)NC(O[C@H]1C[C@H](CC1)C1=CC(=NN1)NC1=NC=C(N=C1)C(C)=O)=O